1-CINNAMOYL-PIPERIDINE Phenyl-(5-phenylthiophen-3-yl)carbamate C1(=CC=CC=C1)N(C(O)=O)C1=CSC(=C1)C1=CC=CC=C1.C(C=CC1=CC=CC=C1)(=O)N1CCCCC1